2'-Bromo-5'-(4-methoxybenzyl)spiro[cyclohexane-1,4'-thieno[2,3-c]pyrrol]-6'(5'H)-one BrC1=CC2=C(C(N(C23CCCCC3)CC3=CC=C(C=C3)OC)=O)S1